FC(C(=O)O)(F)F.[C@@H]12N[C@H](C[C@H]2C1)C(=O)OCC1=CC=CC=C1 benzyl (1R,3R,5R)-2-azabicyclo[3.1.0]hexane-3-carboxylate trifluoroacetic acid salt